NC1=C2C(=C3C(=N1)C=C(N3COCC[Si](C)(C)C)C(=O)N(CC)C3COCC1=CC(=CC=C31)Cl)COC2 5-amino-N-(7-chloroisochroman-4-yl)-N-ethyl-1-((2-(trimethylsilyl)ethoxy)methyl)-6,8-dihydro-1H-furo[3,4-d]pyrrolo[3,2-b]pyridine-2-carboxamide